C(C)(C)(C)C1=CC(=C(C=C1Cl)OS(=O)(=O)C(F)(F)F)C1CCC(CC1)(F)F trifluoromethanesulfonic acid [4-tert-butyl-5-chloro-2-(4,4-difluorocyclohexyl) phenyl] ester